CN(/C=C/C(=O)C1=C(C=C(C=C1)OC)F)C (E)-3-(dimethylamino)-1-(2-fluoro-4-methoxyphenyl)prop-2-en-1-one